CC1=CC=C(C=N1)CNC=1C2=C(N=CN1)N=CC(=C2)C2=CC=C(C=C2)C N-((6-methylpyridin-3-yl)methyl)-6-(p-tolyl)pyrido[2,3-d]pyrimidin-4-amine